C[Si](NCCCC[C@H](NC(=O)OC)C(=O)O)(C)C N6-trimethylsilyl-methoxycarbonyl-lysine